CC1=C(C(NN=C1)=O)C dimethylpyridazin-3-one